p-menthane-8,9-diol C1(CCC(CC1)C(CO)(C)O)C